O[C@H]1C(OCC1)=O |r| Racemic-3-hydroxy-oxolane-2-one